(R and S)-1-cyclopropyl-4-((6-(2-(ethoxymethoxy)-6-methyl-4-(trifluoromethyl)phenyl)-3-((R and S)-1-hydroxyethyl)-2H-pyrazolo[3,4-b]pyrazin-2-yl)methyl)pyrrolidin-2-one C1(CC1)N1C(C[C@H](C1)CN1N=C2N=C(C=NC2=C1[C@@H](C)O)C1=C(C=C(C=C1C)C(F)(F)F)OCOCC)=O |r|